1,4-dibromocarbazole BrC1=CC=C(C=2C3=CC=CC=C3NC12)Br